CC=1C(=NC2=CC=CC(=C2C1C(=O)O)O[C@H](C)C1=CC=C(C=C1)S(N)(=O)=O)C=1OC2=C(C1C)C=CC=C2 methyl-2-(3-methyl-1-benzofuran-2-yl)-5-[(1R)-1-(4-sulfamoylphenyl)ethoxy]quinoline-4-carboxylic acid